tert-butyl 4-[4-chloro-3-[(8-fluoro-2-methyl-imidazo[1,2-a]pyridin-6-yl)amino]-1-tetrahydropyran-2-yl-indazol-6-yl]oxypiperidine-1-carboxylate ClC1=C2C(=NN(C2=CC(=C1)OC1CCN(CC1)C(=O)OC(C)(C)C)C1OCCCC1)NC=1C=C(C=2N(C1)C=C(N2)C)F